rel-(2S,3R,4S)-4-[[3-(3,4-difluoro-2-methoxyphenyl)-4,5,5-trimethyl-tetrahydrofuran-2-carbonyl]amino]pyridine-2-carboxamide FC=1C(=C(C=CC1F)[C@@H]1[C@H](OC([C@H]1C)(C)C)C(=O)NC1=CC(=NC=C1)C(=O)N)OC |o1:8,9,12|